2-isobutoxy-5-(3-oxo-2,3-dihydro-1H-pyrazolo[3,4-d]pyrimidin-6-yl)benzonitrile C(C(C)C)OC1=C(C#N)C=C(C=C1)C1=NC=C2C(=N1)NNC2=O